NC1=C(C=C(C=C1)C=1C=NN(C1CO)C)OC (4-(4-amino-3-methoxyphenyl)-1-methyl-1H-pyrazol-5-yl)methanol